C(C=C(C(=O)OCCCC)CC(=O)OCCCC)(=O)OCCCC trans-tributyl aconitate